5-fluoro-6-(2-fluoro-6-methoxyphenyl)-2-((((S)-1-methylpyrrolidin-2-yl)methyl)amino)nicotinic acid FC=1C(=NC(=C(C(=O)O)C1)NC[C@H]1N(CCC1)C)C1=C(C=CC=C1OC)F